ClC1=NC(=NC(=N1)NCC)NC(C)C 2-chloro-4-ethylamino-6-isopropylamino-1,3,5-triazine